[[2-[[(4-ethyltetrahydropyran-4-carbonyl)-[2-oxo-2-[[(3R)-2-oxospiro[1H-pyrrolo[2,3-b]pyridine-3,2'-indane]-5'-yl]amino]ethyl]amino] methyl] phenyl] methyl]-N-methyl-carbamate C(C)C1(CCOCC1)C(=O)N(CC(NC=1C=C2C[C@@]3(CC2=CC1)C(NC1=NC=CC=C13)=O)=O)CC1=C(C=CC=C1)COC(NC)=O